N-(5-(4-fluoropiperidin-1-yl)-2-morpholinothiazolo[4,5-b]pyridin-6-yl)-2-(2-methylpyridin-4-yl)oxazole-4-carboxamide hydrochloride Cl.FC1CCN(CC1)C1=C(C=C2C(=N1)N=C(S2)N2CCOCC2)NC(=O)C=2N=C(OC2)C2=CC(=NC=C2)C